C1(CC(=O)OC(C2=C(C=CC=C2)CC)(CC)O1)=O Diethylbenzylidene malonate